C(C=C)C1(CCCCC1)O 1-allylcyclohexanol